ethyl 7-[[(1S)-1-[(2S,4R)-4-hydroxy-2-[[(1S)-1-[4-(4-methylthiazol-5-yl)phenyl]ethyl]carbamoyl]pyrrolidine-1-carbonyl]-2,2-dimethyl-propyl]amino]-7-oxo-heptanoate O[C@@H]1C[C@H](N(C1)C(=O)[C@H](C(C)(C)C)NC(CCCCCC(=O)OCC)=O)C(N[C@@H](C)C1=CC=C(C=C1)C1=C(N=CS1)C)=O